C1(CC1)N1C(=NC2=C1C=C(C(=C2)F)F)C=2C(=NC=NC2)CCNC(C)=O N-(2-(5-(1-Cyclopropyl-5,6-difluoro-1H-benzo[d]imidazol-2-yl)pyrimidin-4-yl)ethyl)acetamid